O1COCC2=C1C=CC(=C2)C(N2CCN(CC2)C(=O)N2N=NC1=C2C=C(C=C1)C)C1=CC2=C(OCOC2)C=C1 (4-(bis(4H-benzo[d][1,3]dioxin-6-yl)methyl)piperazin-1-yl)(6-methyl-1H-benzo[d][1,2,3]triazol-1-yl)methanone